O[C@@H]([C@@H](C)[C@H]1[C@@H]2[C@H]([C@@H]3[C@@]1(CC[C@@H]1[C@H]4CC[C@](C[C@H]4CC[C@@H]31)(O)C)C)C2)COC (2R,4aS,4bR,6aS,7R,7aS,8aR,8bR,8cR,10aR)-7-((2S,3S)-3-hydroxy-4-methoxybutan-2-yl)-2,6a-dimethyloctadecahydrocyclopropa[4,5]cyclopenta[1,2-a]phenanthren-2-ol